4-fluoro-1-(2-fluorophenylmethyl)-N-((7R,7aR,8aS)-5-methyl-6-oxo-5,6,7,7a,8,8a-hexahydrocyclopropa[d]pyrazino[2,3-b]azepin-7-yl)-1H-pyrazole-3-carboxamide FC=1C(=NN(C1)CC1=C(C=CC=C1)F)C(=O)N[C@@H]1[C@H]2[C@@H](C3=C(N(C1=O)C)N=CC=N3)C2